ClC1=C(C=CC=C1)[C@@H](C)OC(=O)NC=1C(=NOC1C1=CC=C(C=N1)OCC1(CCCCC1)C(=O)O)C (((6-(4-((((R)-1-(2-chlorophenyl)ethoxy)carbonyl)amino)-3-methylisoxazol-5-yl)pyridin-3-yl)oxy)methyl)cyclohexane-1-carboxylic acid